5-((5-(3-(4-(tert-butyl)oxazol-2-yl)cyclopentyl)-1H-pyrazol-3-yl)amino)-4-fluoro-2,3-dihydrobenzo[d]isothiazole 1,1-dioxide C(C)(C)(C)C=1N=C(OC1)C1CC(CC1)C1=CC(=NN1)NC=1C=CC2=C(CNS2(=O)=O)C1F